(4-(4-(((tetrahydro-2H-pyran-2-yl)oxy)methyl)-1H-1,2,3-triazol-1-yl)phenyl)ethan-1-amine O1C(CCCC1)OCC=1N=NN(C1)C1=CC=C(C=C1)C(C)N